tert-Butyl (4-(3-cyano-6-(1-methyl-1H-pyrazol-4-yl)pyrazolo[1,5-a]pyridine-4-carbonyl)phenyl)carbamate C(#N)C=1C=NN2C1C(=CC(=C2)C=2C=NN(C2)C)C(=O)C2=CC=C(C=C2)NC(OC(C)(C)C)=O